O1C2(OCC1)CC1(CC1CC2)CN2C=NC1=C2C=C(C=C1)C#N (Spiro[bicyclo[4.1.0]heptane-3,2'-[1,3]dioxolan]-1-ylmethyl)-1H-benzo[d]imidazole-6-carbonitrile